NC1=NC(=NC2=C1N=C(N=C2)C=2C=C(C=CC2)C#C[C@]2(C(N(CC2)C)=O)O)C (R)-3-((3-(8-amino-6-methylpyrimido[5,4-d]pyrimidin-2-yl)phenyl)ethynyl)-3-hydroxy-1-methylpyrrolidin-2-one